FC(C1=NC(=NO1)C1=CC=C(C=C1)CN1C=NC(=C1)C(F)(F)F)(F)F 5-(trifluoromethyl)-3-[4-[[4-(trifluoromethyl)imidazol-1-yl]methyl]phenyl]-1,2,4-oxadiazole